CCN(C)[Ti](N(C)C)(N(C)C)C1C=CC=C1 methylcyclopentadienyltrisdimethylaminotitanium